1-{3-[(oxolan-3-yl)methoxy]pyridin-4-yl}methanamine O1CC(CC1)COC=1C=NC=CC1CN